1-(endo-3-((4-((4-([1,2,4]Triazolo[1,5-a]pyridin-7-yloxy)-2-fluoro-3-methylphenyl)amino)-7-ethoxyquinazolin-6-yl)oxy)-8-azabicyclo[3.2.1]octan-8-yl)prop-2-en-1-one N=1C=NN2C1C=C(C=C2)OC2=C(C(=C(C=C2)NC2=NC=NC1=CC(=C(C=C21)OC2CC1CCC(C2)N1C(C=C)=O)OCC)F)C